CC1=C(N=NC(=C1)N[C@H]1CNCCC1)C1=C(C2=C(SC=C2)C=C1)O (R)-5-(4-methyl-6-(piperidin-3-ylamino)pyridazin-3-yl)benzo[b]thiophen-4-ol